2-fluoro-4-(1-(2-fluoro-4-((S)-3-ethoxypyrrolidine-1-yl)phenyl)-3-((R)-3-(methylamino)piperidine-1-carbonyl)-1H-pyrazole-5-yl)benzonitrile FC1=C(C#N)C=CC(=C1)C1=CC(=NN1C1=C(C=C(C=C1)N1C[C@H](CC1)OCC)F)C(=O)N1C[C@@H](CCC1)NC